(dimethylamino)ethyl-4-(4-hydroxyphenyl)-cyclohexanone CN(C)CCC1C(CCC(C1)C1=CC=C(C=C1)O)=O